C(C(=C)C)(=O)O.C(C(=C)C)(=O)O.C(C(=C)C)(=O)O.C(C(=C)C)(=O)O.C(C(=C)C)(=O)O.OCC(CO)(CO)CO pentaerythritol pentamethacrylate